N1CCC(CC1)C(=O)NC1CN(CCC1)C=1N=CC(=NC1)C(=O)N 5-(3-(piperidine-4-carboxamido)piperidin-1-yl)pyrazine-2-carboxamide